N1-([1,1':3',1''-terphenyl]-2'-yl)-N2-(3-(6-(2-methoxyphenyl)pyridin-2-yl)phenyl)benzene-1,2-diamine C1(=CC=CC=C1)C1=C(C(=CC=C1)C1=CC=CC=C1)NC=1C(=CC=CC1)NC1=CC(=CC=C1)C1=NC(=CC=C1)C1=C(C=CC=C1)OC